[Fe].[Cu] copper-iron salt